3,3-difluoro-N-(3-((2-((3-methyl-1-(8-methyl-8-azabicyclo[3.2.1]octan-3-yl)-1H-pyrazol-4-yl)amino)-5-(trifluoromethyl)pyrimidin-4-yl)amino)propyl)cyclobutane-1-carboxamide FC1(CC(C1)C(=O)NCCCNC1=NC(=NC=C1C(F)(F)F)NC=1C(=NN(C1)C1CC2CCC(C1)N2C)C)F